2-amino-1,6-dimethylimidazo[4,5-b]-pyridine NC=1N(C=2C(=NC=C(C2)C)N1)C